COC1=CC=C(C(=O)OC2=C(C=CC=C2)OCC)C=C1 2-ethoxyphenyl 4-methoxybenzoate